N-methoxy-[1,1'-biphenyl]-2-carboxamide CONC(=O)C=1C(=CC=CC1)C1=CC=CC=C1